(Z)-3-(1-(dimethylamino)ethylidene)-4-oxo-pyrrolidine-1-carboxylic acid tert-butyl ester C(C)(C)(C)OC(=O)N1C/C(/C(C1)=O)=C(\C)/N(C)C